4-formylcyclohexane C(=O)C1CCCCC1